[1-(cyclohexylcarbonyloxy)]butyl methyl (2E)-but-2-ene-1,4-dioate C(\C=C\C(=O)OC)(=O)OC(CCC)OC(=O)C1CCCCC1